ClCC=1C=C(C=CC1)C(C)=O 1-(3-(chloromethyl)phenyl)ethanone